4-cyano-4-(phenylcarbonylthio)pentanoate C(#N)C(CCC(=O)[O-])(C)SC(=O)C1=CC=CC=C1